C(C)(C)(C)C=1C=C(N(N1)C1=CC=C(C=C1)CN1CCN(CC1)C)N 5-tert-butyl-2-[4-[(4-methylpiperazin-1-yl)methyl]phenyl]pyrazol-3-amine